[2-(methacryloyloxy)-ethyl]dimethyl-(3-sulfopropyl)ammonium hydroxide [OH-].C(C(=C)C)(=O)OCC[N+](CCCS(=O)(=O)O)(C)C